triaminoxide hydrochloride Cl.N[O-].N[O-].N[O-]